1H-pyrazolehydrazide N1N=C(C=C1)C(=O)NN